(E)-3-(benzylamino)-1-(2-bromophenyl)-2-propen-1-one C(C1=CC=CC=C1)N/C=C/C(=O)C1=C(C=CC=C1)Br